C(CC)C[C@](C(=O)N)(O)CCC |r| racemic-dipropyl-lactamide